3-Fluoro-1-Propen-1,3-Sultone FC1C=CS(=O)(=O)O1